C1(=CC=CC2=CC=CC=C12)B(O)O (Naphthalen-1-yl)boronic acid